C(C)N(C(C(C)(C)C)=O)C N-ethyl-N,2-dimethyl-2-methylpropionamide